3-laurylaminopropylamine C(CCCCCCCCCCC)NCCCN